ClC1=NN(C=C1C1=NC=CC(=N1)C1=NC(=CC2=C(C(=CC(=C12)N1[C@@H]([C@H](C1)CS(=O)(=O)C)C)F)C(C)C)N)C (2-(3-chloro-1-methyl-1H-pyrazol-4-yl)pyrimidin-4-yl)-6-fluoro-5-isopropyl-8-((2R,3S)-2-methyl-3-((methylsulfonyl)methyl)azetidin-1-yl)isoquinolin-3-amine